6-ethoxy-4-(6-(6-((5-fluoropyridin-3-yl)methyl)-3,6-diazabicyclo[3.1.1]heptan-3-yl)pyridin-3-yl)pyrazolo[1,5-a]pyridine-3-carbonitrile C(C)OC=1C=C(C=2N(C1)N=CC2C#N)C=2C=NC(=CC2)N2CC1N(C(C2)C1)CC=1C=NC=C(C1)F